C1(=CC=CC=C1)C1=CC2=C(C(N3C(CO2)CN(CC3)C(=O)[O-])=O)C=N1 3-(phenyl)-12-oxo-6a,7,9,10-tetrahydro-6H-pyrazino[2,1-c]pyrido[3,4-f][1,4]oxazepine-8(12H)-carboxylate